2-Diethylaminoethylchloride hydrochloride Cl.C(C)N(CCCl)CC